CNS(=O)(=O)C1CC2(C1)CC(C2)N(C=2C1=C(N=CN2)NC=C1)C N-methyl-6-[methyl(7H-pyrrolo[2,3-d]pyrimidin-4-yl)amino]spiro[3.3]heptane-2-sulfonamide